N-(4-fluoro-5-formylthiazol-2-yl)propionamide FC=1N=C(SC1C=O)NC(CC)=O